Lithium thiogermanate [GeH](=S)[O-].[Li+]